tert-butyl [(2S)-1-({(2S)-4-chloro-3-oxo-1-[(3S)-2-oxopyrrolidin-3-yl]butan-2-yl}amino)-3-cyclopropyl-1-oxopropan-2-yl]carbamate ClCC([C@H](C[C@H]1C(NCC1)=O)NC([C@H](CC1CC1)NC(OC(C)(C)C)=O)=O)=O